3-(((2-Bromo-5-(trifluoromethyl)pyrazolo[1,5-a]pyrimidin-7-yl)amino)methyl)-3-(pyridin-4-yl)cyclopentan-1-ol BrC1=NN2C(N=C(C=C2NCC2(CC(CC2)O)C2=CC=NC=C2)C(F)(F)F)=C1